ClC=1C(=NC=CC1C=1C(=C(C=CC1)NC(C1=NC=C(C=C1)CN1C[C@@H](CC1)O)=O)C)C1=CC(=C(C=C1)CN1CC2(C1)CNC(C2)=O)OC (R)-N-(3-(3-Chloro-2-(3-methoxy-4-((7-oxo-2,6-diazaspiro[3.4]octan-2-yl)methyl)phenyl)pyridin-4-yl)-2-methylphenyl)-5-((3-hydroxypyrrolidin-1-yl)methyl)picolinamide